1-methyl-6-(2-methyl-4-nitrophenoxy)-1H-indole CN1C=CC2=CC=C(C=C12)OC1=C(C=C(C=C1)[N+](=O)[O-])C